[Cl-].C[P+](CC1=CC=C(C=C1)C=C)(C)C trimethyl-(4-vinyl-benzyl)phosphonium chloride